NC1=NC=C(C=N1)C=1C=C(C=NC1)C(C)N1C(N=CC=C1C1=CC(=C(C=C1)Cl)F)C N-{1-[5-(2-aminopyrimidin-5-yl)pyridin-3-yl]ethyl}-6-(4-chloro-3-fluorophenyl)-2-methylpyrimidin